1-amino-4-nitroanthraquinone-2-carboxylate NC1=C(C=C(C=2C(C3=CC=CC=C3C(C12)=O)=O)[N+](=O)[O-])C(=O)[O-]